trans-1-(4-(4-methylpiperazin-1-yl)cyclohexyl)-3-(3-phenoxyprop-1-yn-1-yl)-1H-pyrazolo[3,4-d]pyrimidin-4-amine CN1CCN(CC1)[C@@H]1CC[C@H](CC1)N1N=C(C=2C1=NC=NC2N)C#CCOC2=CC=CC=C2